O=C1C(=CC2=C(N1)SCCC2)C2CCN(CC2)C(=O)OC(C(=O)N2CCN(CC2)C2CCN(CC2)C)CC=2C=C1C=NNC1=C(C2)C 3-(7-methyl-1H-indazol-5-yl)-1-(4-(1-methylpiperidin-4-yl)piperazin-1-yl)-1-oxopropan-2-yl 4-(7-oxo-3,4,7,8-tetrahydro-2H-thiopyrano[2,3-b]pyridin-6-yl)piperidine-1-carboxylate